C(C)OCCN1C(=NC2=C1C=CC=C2)C2CCNCC2 1-(2-ethoxyethyl)-2-(4-piperidyl)-1H-benzimidazole